C1(=CC=CC=C1)N1CCN(CC1)C(C(=O)N)[N+]#[C-] 4-PHENYL-PIPERAZINO-ISOCYANO-ACETAMIDE